3,6-bis(2-methyl-2-morpholinopropionyl)-9-octyl-9H-carbazole CC(C(=O)C=1C=CC=2N(C3=CC=C(C=C3C2C1)C(C(C)(C)N1CCOCC1)=O)CCCCCCCC)(C)N1CCOCC1